(S,E)-3'-Fluoro-4'-(2-(hydroxymethyl)-4-(methoxyimino)pyrrolidine-1-carbonyl)-2-methyl-[1,1'-biphenyl]-3-carbonitrile FC=1C=C(C=CC1C(=O)N1[C@@H](C\C(\C1)=N/OC)CO)C1=C(C(=CC=C1)C#N)C